C(#N)C1=C(C=C(C=C1)NC([C@@](CN1C=CC2=CC(=CC=C12)F)(C)O)=O)C(F)(F)F (S)-N-(4-cyano-3-(trifluoromethyl)phenyl)-3-(5-fluoro-1H-indol-1-yl)-2-hydroxy-2-methylpropanamide